CC1=C(C(=CC=C1)C)C=1C=CC=C2C=C(NC12)C(=O)O 7-(2,6-dimethylphenyl)-1H-indole-2-carboxylic acid